2-(1H-indol-3-yl)ethane-1-amine N1C=C(C2=CC=CC=C12)CCN